C=C(CCCC)C1=CC=C(C=C1)C 1-(Hex-1-en-2-yl)-4-methylbenzene